O1CCN(CC1)C1=CC(=NC=N1)NC1CC(CCC1)NC1=CC=CC=C1 N1-(6-morpholinopyrimidin-4-yl)-N3-phenylcyclohexane-1,3-diamine